1,6-dimethyl-4-(1-(1-(quinoxalin-6-yl)ethyl)piperidin-4-yl)-1,4-dihydropyrido[2,3-b]pyrazine-2,3-dione CN1C2=C(N(C(C1=O)=O)C1CCN(CC1)C(C)C=1C=C3N=CC=NC3=CC1)N=C(C=C2)C